C(C)C=1N(C=CN1)CC1=C(C=C(C=C1)C1=CSC(=C1)CC(C)C)F 3-(4-((2-ethyl-1H-imidazol-1-yl)methyl)-3-fluorophenyl)-5-isobutylthiophen